CC1CCN(CC1)C(C)=O 1-(4-methylpiperidin-1-yl)ethan-1-one